pyridin-4-ylmethyl (4-((1-acetylpiperidin-4-yl)methyl)phenyl)carbamate C(C)(=O)N1CCC(CC1)CC1=CC=C(C=C1)NC(OCC1=CC=NC=C1)=O